CN1N=C(C(=C1O[C@H](CNCC)C)C=1C=C2C(=CN1)N(N=C2C=C)C2OCCCC2)C (2S)-2-[2,5-dimethyl-4-(1-tetrahydropyran-2-yl-3-vinyl-pyrazolo[3,4-c]pyridin-5-yl)pyrazol-3-yl]oxy-N-ethyl-propan-1-amine